4-amino-N-((3S)-6-(1-cyclohexen-1-yl)-2,3-dihydro-1-benzofuran-3-yl)-N,1-dimethyl-1H-pyrazolo[4,3-c]quinoline-8-carboxamide NC1=NC=2C=CC(=CC2C2=C1C=NN2C)C(=O)N(C)[C@@H]2COC1=C2C=CC(=C1)C1=CCCCC1